2-(p-tolyl)pyridinate iridium [Ir+3].C1(=CC=C(C=C1)C1(NC=CC=C1)C(=O)[O-])C.C1(=CC=C(C=C1)C1(NC=CC=C1)C(=O)[O-])C.C1(=CC=C(C=C1)C1(NC=CC=C1)C(=O)[O-])C